CC1(N=C(OC1)C1=CC=C(C=C1)C1=CC=2C3(C4=CC(=CC=C4C2C=C1)C1=CC=C(C=C1)C=1OCC(N1)(C)C)C1=CC=CC=C1C=1C=CC=CC13)C 2,7-bis(4-(4,4-dimethyloxazoline-2-yl)phenyl)-9,9'-spirobi[fluorene]